N1=C(C=CC=C1)CC(CCCN)N 1-(pyridin-2-ylmethyl)butane-1,4-diamine